COC1=CC=C(C2=CC=CC=C12)C1=NC(=NC(=N1)C(Cl)(Cl)Cl)C(Cl)(Cl)Cl 2-(4-methoxy-naphthalen-1-yl)-4,6-bis(trichloromethyl)s-triazine